O=C1NC(CCC1N1C(C2=CC(=C(C=C2C1)C(=O)O)F)=O)=O 2-(2,6-dioxopiperidin-3-yl)-6-fluoro-1-oxo-2,3-dihydro-1H-isoindole-5-carboxylic acid